N-[(9H-Fluoren-9-ylmethoxy)carbonyl]-L-valyl-N-{3-[{(1R)-1-[1-benzyl-4-(2,5-difluorophenyl)-1H-pyrrol-2-yl]-2,2-dimethylpropyl}(glycoloyl)amino]propyl}-L-alaninamid C1=CC=CC=2C3=CC=CC=C3C(C12)COC(=O)N[C@@H](C(C)C)C(=O)N[C@@H](C)C(=O)NCCCN(C(CO)=O)[C@H](C(C)(C)C)C=1N(C=C(C1)C1=C(C=CC(=C1)F)F)CC1=CC=CC=C1